tertbutyl 6-(2-bromo-6-chloropyridin-4-yl)hexahydro-pyrazino[2,1-c][1,4]oxazine-8(1H)-carboxylate BrC1=NC(=CC(=C1)C1CN(CC2COCCN21)C(=O)OC(C)(C)C)Cl